NC(C)(C)C1CCC(CC1)C(C)(C)N 1,4-bis(2-amino-propan-2-yl)-cyclohexane